ClC1=C(C=CC=C1)C(=C(C#N)C)C=1C=NC(=NC1)C (E and Z)-3-(2-chlorophenyl)-2-methyl-3-(2-methylpyrimidin-5-yl)acrylonitrile